C12CN(CC(CC1)N2)C2=NC=C(C(=N2)N2CC(C2)C(=O)NC(C)(C)C2=CN=C1N2C=CC=C1)Cl 1-(2-(3,8-diazabicyclo[3.2.1]octan-3-yl)-5-chloropyrimidin-4-yl)-N-(2-(imidazo[1,2-a]pyridin-3-yl)propan-2-yl)azetidine-3-carboxamide